C(CC)C1=C(C(=C(C=C1)P(CCC)(C1=CC=CC=C1)C1=CC=CC=C1)CCC)CCC tri-propyltri-phenyl-P-propylphosphine